FC(COC=1C=CC=2N(C1)N=CC2C2CCN(CC2)C(=O)OC(C)(C)C)(C)F tert-butyl 4-(6-(2,2-difluoropropoxy)pyrazolo[1,5-a]pyridin-3-yl)piperidine-1-carboxylate